4-((2S,5R)-2,5-diethyl-4-(1-(6-(trifluoromethyl)pyridin-3-yl)Ethyl)piperazin-1-yl)-1-methyl-2-oxo-1,2-dihydropyrido[3,2-d]Pyrimidine-6-carbonitrile C(C)[C@@H]1N(C[C@H](N(C1)C(C)C=1C=NC(=CC1)C(F)(F)F)CC)C=1C2=C(N(C(N1)=O)C)C=CC(=N2)C#N